CC1(CCN(C2=CC=CN=C12)S(=O)(=O)C1=CC=C(C)C=C1)C 4,4-dimethyl-1-tosyl-1,2,3,4-tetrahydro-1,5-naphthyridine